4-[(4R,10bS)-8-[(3R,4S)-4-amino-3-methoxy-1-piperidinyl]-4-methyl-3,4,6,10b-tetrahydro-1H-pyrazino[2,1-a]isoindol-2-yl]pyrazolo[1,5-a]pyridine-7-carbonitrile N[C@@H]1[C@@H](CN(CC1)C=1C=C2CN3[C@@H](C2=CC1)CN(C[C@H]3C)C=3C=1N(C(=CC3)C#N)N=CC1)OC